tert-butyl 4-(2-bromo-5-ethyl-4-(2-((2-methyl-4-(pentafluoro-λ6-sulfaneyl)phenyl)amino)-2-oxoethyl)-7-oxo-4,7-dihydro-[1,2,4]triazolo[1,5-a]pyrimidin-6-yl)piperazine-1-carboxylate BrC1=NN2C(N(C(=C(C2=O)N2CCN(CC2)C(=O)OC(C)(C)C)CC)CC(=O)NC2=C(C=C(C=C2)S(F)(F)(F)(F)F)C)=N1